C(CCCCCCCCCCCCCCC(C)C)(=O)O[C@@H]1CC2=CC[C@H]3[C@@H]4CC[C@H]([C@@H](CCCC(C)C)C)[C@]4(CC[C@@H]3[C@]2(CC1)C)C cholesterol isostearat